5-(3-isopropyl-2-oxotetrahydropyrimidin-1(2H)-yl)-7-methylpyrazolo[1,5-a]Pyrimidine-3-carboxylic acid sodium salt [Na+].C(C)(C)N1C(N(CCC1)C1=NC=2N(C(=C1)C)N=CC2C(=O)[O-])=O